5,6-dihydroimidazo[1,2-c]quinazoline N=1C=CN2CNC=3C=CC=CC3C21